pentaerythritol tetrakis(3-(3,5-ditertiarybutyl-4-hydroxyphenyl) propionate) C(C)(C)(C)C=1C=C(C=C(C1O)C(C)(C)C)CCC(=O)OCC(COC(CCC1=CC(=C(C(=C1)C(C)(C)C)O)C(C)(C)C)=O)(COC(CCC1=CC(=C(C(=C1)C(C)(C)C)O)C(C)(C)C)=O)COC(CCC1=CC(=C(C(=C1)C(C)(C)C)O)C(C)(C)C)=O